FC1=CC(=C(C=C1)C(C)O)COC 1-(4-fluoro-2-(methoxymethyl)phenyl)ethan-1-ol